2-((2-(6-(tert-Butyl)pyrimidin-4-yl)-4-fluoro-1H-indol-5-yl)thio)-2-methylpropanoic acid C(C)(C)(C)C1=CC(=NC=N1)C=1NC2=CC=C(C(=C2C1)F)SC(C(=O)O)(C)C